ClC1=CC=C(C=C1)C1=CC=C(C=C1)OC1=CC=C(N)C=C1 4-(4'-chloro-biphenyl-4-yloxy)aniline